Di(prop-2-en-1-yl)trisulfane C(C=C)SSSCC=C